ClC1=CC=C2C(=CNC2=C1)S(=O)(=O)NC=1C(=NC(=NC1)CC)OC 6-chloro-N-(2-ethyl-4-methoxy-pyrimidin-5-yl)-1H-indole-3-sulfonic acid amide